ClC=1C=C(C2=C(N1)N(C=C2)C2COCC2)C(=O)OC methyl 6-chloro-1-(tetrahydrofuran-3-yl)-1H-pyrrolo[2,3-b]pyridine-4-carboxylate